NC=1N(C=C(N1)O)C 2-Amino-1-methylimidazol-4-ol